6-methyl-N-(3-phenylpropyl)-2-(pyrimidin-4-yl)thieno[2,3-d]pyrimidin-4-amine CC1=CC2=C(N=C(N=C2NCCCC2=CC=CC=C2)C2=NC=NC=C2)S1